S1C2=C(N(CC1)C(=O)C=1C(=CC=C3C(=CC(OC13)=O)CCC)O)C=CC=C2 8-(3,4-Dihydro-2H-benzo[b][1,4]thiazine-4-carbonyl)-7-hydroxy-4-propyl-2H-chromen-2-one